N(=C=O)CCOC(C(CCCCN=C=O)N=C=O)=O 2-isocyanatoethyl-2,6-diisocyanato-caproate